N-(1-methyl-1H-indazol-7-yl)-1-(5-methyl-4-(trifluoromethyl)pyridin-2-yl)-1H-pyrazole-4-sulfonamide CN1N=CC2=CC=CC(=C12)NS(=O)(=O)C=1C=NN(C1)C1=NC=C(C(=C1)C(F)(F)F)C